[I-].[Cl-].C[N+]1=CN(C=C1)C(=O)NC1=C[N+](=NO1)C(CC1=CC=CC=C1)C 5-(3-Methyl-1H-imidazol-3-ium-1-carboxamido)-3-(1-phenylpropan-2-yl)-1,2,3-oxadiazol-3-ium chloride iodide